5-(2-fluoro-6-hydroxy-3-(5-isobutyl-2,5-dihydro-1H-pyrrol-3-yl)phenyl)-1,2,5-thiadiazolidin-3-one 1,1-dioxide FC1=C(C(=CC=C1C=1CNC(C1)CC(C)C)O)N1CC(NS1(=O)=O)=O